N-(6-methoxybenzo[d]thiazol-2-yl)-2-((4-oxo-2-phenyl-4H-chromen-3-yl)oxy)acetamide COC1=CC2=C(N=C(S2)NC(COC2=C(OC3=CC=CC=C3C2=O)C2=CC=CC=C2)=O)C=C1